BrCCCCCCCNC1=CC=CC=2N(C(N(C21)C)=O)C2C(N(C(CC2)=O)CC2=CC=C(C=C2)OC)=O 3-[4-(7-bromoheptylamino)-3-methyl-2-oxo-benzimidazol-1-yl]-1-[(4-methoxyphenyl)methyl]piperidine-2,6-dion